11,17-dimethylnonacosane CC(CCCCCCCCCC)CCCCCC(CCCCCCCCCCCC)C